NCCNC1=NC=C(C(=N1)NC1=CC(=CC(=C1)C)C)C(=O)N 2-(2-Aminoethylamino)-4-(3,5-dimethylanilino)pyrimidine-5-carboxamide